Trans-rac-(3R,4R)-3-amino-4-{N-methyl-2-[1-(cyclopropylmethyl)-1H-pyrrolo[2,3-b]pyridin-2-yl]-1-methyl-1H-1,3-benzodiazole-5-amido}pyrrolidine-1-carboxylic acid tert-butyl ester C(C)(C)(C)OC(=O)N1C[C@H]([C@@H](C1)N(C(=O)C1=CC2=C(N(C(=N2)C2=CC=3C(=NC=CC3)N2CC2CC2)C)C=C1)C)N |r|